[Na+].[Na+].C1(=CC=CC2=CC=CC=C12)OP(=O)([O-])[O-] 1-Naphthylphosphate Disodium salt